2-acryloyl-7-(4-((5-(furan-2-yl)-2-methoxyphenyl)amino)-7-methoxy-quinazolin-6-yl)-5-oxa-2,7-diazaspiro[3.4]octan-6-one C(C=C)(=O)N1CC2(C1)OC(N(C2)C=2C=C1C(=NC=NC1=CC2OC)NC2=C(C=CC(=C2)C=2OC=CC2)OC)=O